BrC=1C=CC2=C(CN(S2(=O)=O)C2CCC(N(C2)C)=O)C1F 5-(5-bromo-4-fluoro-1,1-dioxobenzo[d]isothiazol-2(3H)-yl)-1-methylpiperidin-2-one